C(C)OC(=O)C=1[C@@H](N=C(NC1CBr)C=1SC=CN1)C1=C(C=C(C=C1)F)C (S)-6-(Bromomethyl)-4-(4-fluoro-2-methylphenyl)-2-(thiazol-2-yl)-1,4-dihydropyrimidine-5-carboxylic acid ethyl ester